COC=1C2=C(N=C(N1)NC1CC(C1)(O)C)NC=C2C2=CC=1N(C=C2)N=CC1 (1s,3s)-3-((4-methoxy-5-(pyrazolo[1,5-a]pyridin-5-yl)-7H-pyrrolo[2,3-d]pyrimidin-2-yl)amino)-1-methylcyclobutan-1-ol